5-chloro-2-[[4-chloro-2-(4,4,4-trifluorobutyl)imidazol-1-yl]methyl]pyrimidine ClC=1C=NC(=NC1)CN1C(=NC(=C1)Cl)CCCC(F)(F)F